n-tetracosyl pelargonate C(CCCCCCCC)(=O)OCCCCCCCCCCCCCCCCCCCCCCCC